(5-(7-(1-methyl-1H-pyrazol-4-yl)quinolin-5-yl)pyridin-2-yl)-3,6-diazabicyclo[3.1.1]heptane-6-carboxylic acid tert-butyl ester C(C)(C)(C)OC(=O)N1C2CNCC1(C2)C2=NC=C(C=C2)C2=C1C=CC=NC1=CC(=C2)C=2C=NN(C2)C